(±)-tert-butyl 1,9,9-trifluoro-6,7,8,9-tetrahydro-5H-5,8-epiminocyclohepta[c]pyridine-10-carboxylate FC1=NC=CC2=C1C(C1CCC2N1C(=O)OC(C)(C)C)(F)F